O(C1=CC=CC=C1)C1=CC=C(C=C1)C1=NN(C2=NC=NC(=C21)N)C2CCN(CC2)CC2CCN(CC2)CC2CCNCC2 3-(4-phenoxyphenyl)-1-(1-((1-(piperidin-4-ylmethyl)piperidin-4-yl)methyl)piperidin-4-yl)-1H-pyrazolo(3,4-d)pyrimidin-4-amine